2,4-dichlorobromophenol ClC1=C(C=CC(=C1Br)Cl)O